ClC=1C=C(C(NC1)=O)CN1N=CC(=C1)NC(=O)[C@H](C(C1CC1)C1CC1)NC(=O)C=1N(N=CC1)C(C)C N-[(1S)-1-[[1-[(5-chloro-2-oxo-1H-pyridin-3-yl)methyl]pyrazol-4-yl]carbamoyl]-2,2-dicyclopropyl-ethyl]-2-isopropyl-pyrazole-3-carboxamide